C1(CCCC1)C=1NC=2C(=NC=CC2C(=O)NCC2=CC(=CC(=C2)C=2C=NN(C2)C2=CC=C(C=C2)F)F)N1 2-Cyclopentyl-N-(3-fluoro-5-(1-(4-fluorophenyl)-1H-pyrazol-4-yl)benzyl)-1H-imidazo[4,5-b]pyridine-7-carboxamide